C(C)OC(=O)C1(CCC1)C(N[C@H](C(=O)NC1=CC=C(C=C1)CCl)CCCNC(=O)N)=O.N(=[N+]=[N-])C(COCCOCCOCCOCC)N azido-3,6,9,12-tetraoxatetradecan-1-amine Ethyl-(s)-1-((1-((4-(chloromethyl)phenyl)amino)-1-oxo-5-ureidopentan-2-yl)carbamoyl)cyclobutane-1-carboxylate